1-(1-hydroxy-1H-pyrazol-4-yl)-3-styryl-2,3-dihydroquinazolin-4(1H)-one ON1N=CC(=C1)N1CN(C(C2=CC=CC=C12)=O)C=CC1=CC=CC=C1